S1C(=NC2=C1C=CC=C2)N[C@H]2[C@@H](CCC2)C=2C(=C(C(=O)N)C(=CC2)OC)OC [(1S,2R)-2-[(1,3-Benzothiazol-2-yl)amino]cyclopentyl]-2,6-dimethoxybenzamide